5-(tert-Butyl)-4-methoxy-7H-pyrrolo[2,3-d]pyrimidine C(C)(C)(C)C1=CNC=2N=CN=C(C21)OC